C(=O)(O)C1=CC(=C(C(=O)NC2=CC=NC=C2C(=O)O)C=C1O)O 4-(4-carboxy-2,5-dihydroxybenzoylamino)nicotinic acid